[NH4+].FC(C(=O)[O-])(C(F)(F)F)OC(C(C(F)(F)F)(OC(C(=C)F)(F)F)F)(F)F 2,3,3,3-tetrafluoro-2-[1,1,2,3,3,3-hexafluoro-2-(1,1,2-trifluoroallyloxy)propoxy]propionic acid ammonium salt